C1(CC1)C[C@H](CC#N)N1N=CC(=C1)C=1C2=C(N=CN1)NC=C2 (3R)-4-cyclopropyl-3-[4-(7H-pyrrolo[2,3-d]pyrimidin-4-yl)-1H-pyrazol-1-yl]butanenitrile